C(C)(C)(C)C=1C=CC=2N(C3=CC=C(C=C3C2C1)C(C)(C)C)C1=C(C(=CC(=C1)C(CC(C)(C)C)(C)C)B1OC(C(O1)(C)C)(C)C)OC1OCCCC1 3,6-di-tert-butyl-9-[2-tetrahydropyran-2-yloxy-5-(1,1,3,3-tetramethylbutyl)-3-(4,4,5,5-tetramethyl-1,3,2-dioxaborolan-2-yl)phenyl]carbazole